1-[5-tert-butyl-2-(3-pyridyl)pyrazol-3-yl]-3-[4-[(7-oxo-6,8-dihydro-5H-1,8-naphthyridin-4-yl)oxy]-2-(trifluoromethyl)phenyl]urea C(C)(C)(C)C=1C=C(N(N1)C=1C=NC=CC1)NC(=O)NC1=C(C=C(C=C1)OC1=CC=NC=2NC(CCC12)=O)C(F)(F)F